(2S,3R,5R,6S)-5-((tert-butyldiphenylsilyl)oxy)-6-methyl-2-(2,2,2-trichloro-1-iminoethoxy)tetrahydro-2H-pyran-3-yl benzoate C(C1=CC=CC=C1)(=O)O[C@H]1[C@@H](O[C@H]([C@@H](C1)O[Si](C1=CC=CC=C1)(C1=CC=CC=C1)C(C)(C)C)C)OC(C(Cl)(Cl)Cl)=N